C[Si](CCCSSCCC[Si](OC)(OC)C)(OC)OC Bis(3-methyldimethoxysilylpropyl)disulfid